2-amino-N-(3-(trifluoromethoxy)phenyl)ethane-1-sulphonamide hydrochloride Cl.NCCS(=O)(=O)NC1=CC(=CC=C1)OC(F)(F)F